1-benzyl 3-(3-(3,4,5-trimethoxyphenyl)propyl) (R)-piperidine-1,3-dicarboxylate N1(C[C@@H](CCC1)C(=O)OCCCC1=CC(=C(C(=C1)OC)OC)OC)C(=O)OCC1=CC=CC=C1